C(C)OC(=O)C=CCC(=O)OC(C(CC)C)(O)C dimethyl-butanediol 2-(ethoxycarbonyl)vinylacetate